(1s,4s)-4-((3-(2-chloro-4-(pyridin-3-oxy)benzoyl)-1H-pyrrolo[2,3-b]pyridin-4-yl)amino)cyclohexane-1-carboxylic acid ClC1=C(C(=O)C2=CNC3=NC=CC(=C32)NC3CCC(CC3)C(=O)O)C=CC(=C1)OC=1C=NC=CC1